COC(=O)C1=CC2=C(CCO2)C=C1F 5-Fluoro-2,3-dihydrobenzofuran-6-carboxylic acid methyl ester